N-(4-aminocyclohexyl)-2-chloro-4-[[3-[1-(cyanomethyl)-3-(trifluoromethyl)pyrazol-4-yl]imidazo[1,2-a]pyrazin-8-yl]amino]benzamide formate C(=O)O.NC1CCC(CC1)NC(C1=C(C=C(C=C1)NC=1C=2N(C=CN1)C(=CN2)C=2C(=NN(C2)CC#N)C(F)(F)F)Cl)=O